4-{[2-fluoro-6-(trifluoromethyl)phenyl]amino}-2-[(6-methoxy-2-methyl-1,2,3,4-tetrahydroisoquinolin-7-yl)amino]pyrimidine-5-carboxamide FC1=C(C(=CC=C1)C(F)(F)F)NC1=NC(=NC=C1C(=O)N)NC1=C(C=C2CCN(CC2=C1)C)OC